NC1=C(C(=NC=N1)C=1C(=C(C=C(C1)F)NC(C1=C(C=C(C=C1)C1CC1)F)=O)C)OC[C@H]1N(C[C@@H](C1)F)CC#CC N-(3-(6-amino-5-(((2S,4R)-1-(but-2-ynyl)-4-fluoropyrrolidin-2-yl)methoxy)pyrimidin-4-yl)-5-fluoro-2-methylphenyl)-4-cyclopropyl-2-fluorobenzamide